[Br-].C(CCCCC)P(CCCCCC)CCCCCC tri-n-hexyl-phosphine bromide salt